CC1=CC=C(C=C1)N(C)C N,N-dimethyl-4-methylaniline